C(C)(C)(C)OC(NC1=C(SC=C1CF)Cl)=O (2-chloro-4-(fluoromethyl)thiophen-3-yl)carbamic acid tert-butyl ester